tert-butyl 5-bromo-6-isopropyl-2-(1,4-dioxaspiro[4.5]decan-8-yl)-4H-pyrrolo[3,2-d]thiazole-4-carboxylate BrC1=C(C=2N=C(SC2N1C(=O)OC(C)(C)C)C1CCC2(OCCO2)CC1)C(C)C